C1(=CC=CC=C1)/C=C/C(=O)O (E)-3-phenylpropan-2-enoic acid